3-(8-((2-(4-(bis(4-fluorophenyl)methyl)piperazin-1-yl)ethyl)amino)-3-methyl-1-oxoisoquinolin-2(1H)-yl)piperidine-2,6-dione FC1=CC=C(C=C1)C(N1CCN(CC1)CCNC=1C=CC=C2C=C(N(C(C12)=O)C1C(NC(CC1)=O)=O)C)C1=CC=C(C=C1)F